4-cyano-4-[(2-fluoro-6-iodophenyl)methyl]Piperidine-1-carboxylic acid tert-butyl ester C(C)(C)(C)OC(=O)N1CCC(CC1)(CC1=C(C=CC=C1I)F)C#N